N-(4-(phenanthren-2-yl)phenyl)-N-(4-(phenanthren-9-yl)phenyl)-9,9-diphenyl-9H-fluoren-2-amine C1=C(C=CC=2C3=CC=CC=C3C=CC12)C1=CC=C(C=C1)N(C1=CC=2C(C3=CC=CC=C3C2C=C1)(C1=CC=CC=C1)C1=CC=CC=C1)C1=CC=C(C=C1)C=1C2=CC=CC=C2C=2C=CC=CC2C1